2-(tert-butyl)cyclohexane-1-one C(C)(C)(C)C1C(CCCC1)=O